C(OC1=CC=CC2=CC=3C(N=C12)=C1C=CC=CN1C3)(OCC3=CC=C(C=C3)OC=CC[Se]C3=CC=C(C=C3)C)=O indolizino[1,2-b]quinolin-4-yl (4-((3-(p-tolylseleno) prop-1-en-1-yl) oxy) benzyl) carbonate